[3-(4-aminopyrido[3,2-c]pyridazin-7-yl)-4-methoxyphenyl]boronic acid NC=1C2=C(N=NC1)C=C(C=N2)C=2C=C(C=CC2OC)B(O)O